(3-chloro-5-fluorophenyl)-3-hydroxypropionic acid ClC=1C=C(C=C(C1)F)C(C(=O)O)CO